C(OCC=C=C(CCCCCC)CCCCCC)(OC(C)C)=O 4-hexyldecan-2,3-dien-1-yl isopropyl carbonate